FC1(C(CN(CC1)C(=O)OC(C)(C)C)C=1C=NC(=C(C1)C=O)OC)F tert-butyl 4,4-difluoro-3-(5-formyl-6-methoxypyridin-3-yl)piperidine-1-carboxylate